N-(4-fluoro-5-(((2S,4R)-2-methyl-4-((1-methyl-1H-pyrazolo[3,4-c]pyridin-5-yl)oxy)pyrrolidin-1-yl)methyl)thiazol-2-yl)acetamide FC=1N=C(SC1CN1[C@H](C[C@H](C1)OC=1C=C2C(=CN1)N(N=C2)C)C)NC(C)=O